S1C(=CC=C1)S(=O)(=O)N1CCNCC1 1-(thien-2-ylsulfonyl)piperazine